NC1=CC=C(C(=N1)C)CNC(=O)[C@H]1N(CC1)C(=O)OC(C)(C)C tert-butyl (S)-2-(((6-amino-2-methylpyridin-3-yl)methyl)carbamoyl)azetidine-1-carboxylate